benzyl (4-((4-fluorophenyl)amino)cyclohexyl)carbamate FC1=CC=C(C=C1)NC1CCC(CC1)NC(OCC1=CC=CC=C1)=O